C(C=C)[C@H]1N(CCOC1)C1=C(C=C(C(=N1)C(=O)O)[N+](=O)[O-])C(F)(F)F 6-[(3R)-3-Allylmorpholin-4-yl]-3-nitro-5-(trifluoromethyl)pyridine-2-carboxylic acid